NC1=C2C(=NC(=N1)Cl)N(N=C2)CC=2C=CC(=C(C2)CC=O)C(F)(F)F 2-(5-((4-amino-6-chloro-1H-pyrazolo[3,4-d]pyrimidin-1-yl)methyl)-2-(trifluoromethyl)phenyl)acetaldehyde